tetramethyl-3,3'-dicarboxybiphenyl-amine CC1=C(C=CC=C1C(=O)O)C=1C(=C(C(=C(C1C)C)C)C(=O)O)N